N1(CCC1)C=1OC2=C(C=C(C=C2C(C1)=O)C)C(C)NC1=C(C(=O)OC)C=CC=C1 methyl 2-[1-[2-(azetidin-1-yl)-6-methyl-4-oxo-chromen-8-yl]ethylamino]benzoate